NC1=C(OCCO)C(=CC(=C1)C1=CN=C2N1C=C(C(=C2)OC)S(=O)(=O)C(C)(C)C)F 2-(2-amino-4-(6-(tert-butylsulfonyl)-7-methoxyimidazo[1,2-a]pyridin-3-yl)-6-fluorophenoxy)ethan-1-ol